ClC1=CC=C(OC2=CC=CC(=N2)N)C=C1 6-(4-chlorophenoxy)pyridin-2-amine